3-(3-(6-chloro-3-methylpyridin-2-yl)phenyl)-2,2-dimethylpropionic acid tert-butyl ester C(C)(C)(C)OC(C(CC1=CC(=CC=C1)C1=NC(=CC=C1C)Cl)(C)C)=O